C1CCC2=C(C=3CCCC3C=C12)NC(=O)N(S(=O)(=N)C=1C=NN2C1SCCC2)C(C2=CC=CC=C2)(C2=CC=CC=C2)C2=CC=CC=C2 N-((1,2,3,5,6,7-hexahydro-s-indacen-4-yl)carbamoyl)-N-trityl-6,7-dihydro-5H-pyrazolo[5,1-b][1,3]thiazine-3-sulfonimidamide